C(CCCCCCCCCCC)OC[C@@H](OCCCCCCCCCCCC)COP(=O)(O)OCC[N+](C)(C)C 1,2-dilauryl-sn-glycero-3-phosphorylcholine